N1CCC=2C1=NC=CC2C2=CN=C1N2N=C(C(=C1)C=1C=NN(C1)C1CCOCC1)C 3-(2,3-dihydro-1H-pyrrolo[2,3-b]pyridin-4-yl)-6-methyl-7-(1-(tetrahydro-2H-pyran-4-yl)-1H-pyrazol-4-yl)imidazo[1,2-b]pyridazine